diethylphosphinate ammonium salt [NH4+].C(C)P([O-])(=O)CC